FC1=CC=C(C=C1)C=1C=NC(=NC1)C1CCN(CC1)C(CC1=NON=C1C)=O 1-(4-(5-(4-fluorophenyl)pyrimidin-2-yl)piperidin-1-yl)-2-(4-methyl-1,2,5-oxadiazol-3-yl)ethan-1-one